naphthalen-1-ylchromen-4-one C1(=CC=CC2=CC=CC=C12)C=1OC2=CC=CC=C2C(C1)=O